COC(=O)N1CC2=C(CC1)NN=C2 1,4,6,7-tetrahydro-5H-pyrazolo[4,3-c]pyridine-5-carboxylic acid methyl ester